(4-((4-bromophenyl)oxy)quinolin-2-yl)methanol BrC1=CC=C(C=C1)OC1=CC(=NC2=CC=CC=C12)CO